(R)-N-(2,4-dimethoxybenzyl)-4-(3-((dimethylamino)methyl)-3-methoxypyrrolidin-1-yl)-2,3-difluoro-N-(6-fluoropyridin-2-yl)benzenesulfonamide COC1=C(CN(S(=O)(=O)C2=C(C(=C(C=C2)N2C[C@](CC2)(OC)CN(C)C)F)F)C2=NC(=CC=C2)F)C=CC(=C1)OC